(4-ethoxyphenyl)furanformylthian C(C)OC1=CC=C(C=C1)C1(SCCCC1)C(=O)C=1OC=CC1